1,2,3,5-Tetraacetyl-β-D-ribofuranose C(C)(=O)[C@]1(O)[C@](O)([C@](O)([C@H](O1)C(O)C(C)=O)C(C)=O)C(C)=O